N-isopentylbenzamide C(CC(C)C)NC(C1=CC=CC=C1)=O